C1(CC1)C1=NC=NC(=C1C=1N=CC2=C(N(C3=CC=CC=C23)CC2=CC=C(C=C2)C=2N(C=C(N2)C(F)(F)F)C(C)C)N1)OC 2-(4-cyclopropyl-6-methoxypyrimidin-5-yl)-9-(4-(1-isopropyl-4-(trifluoromethyl)-1H-imidazole-2-yl)benzyl)-9H-pyrimido[4,5-b]indole